C(C)(C)(C)OC(=O)N(CC(=O)N(CC(=O)N(CC(=O)O)C)C)C 2-[[2-[[2-[Tert-butoxycarbonyl(methyl)amino]acetyl]-methyl-amino]acetyl]-methyl-amino]acetic acid